3-(3-bromophenyl)-3-methyl-6-((2-methylbut-3-en-2-yl)oxy)hexan-2-one BrC=1C=C(C=CC1)C(C(C)=O)(CCCOC(C)(C=C)C)C